COC=1C=C(C(=O)OC)C=CC1CN1N=CC=2N=C(N=C(C21)NCC2CC1(CC1)C2)NC(=O)OC Methyl 3-methoxy-4-((5-((methoxycarbonyl)amino)-7-((spiro[2.3]hexan-5-ylmethyl)amino)-1H-pyrazolo[4,3-d]pyrimidin-1-yl)methyl)benzoate